3-(Trifluoromethylsulfonyl)-2,4-dihydro-1H-3-benzazepin-5-one FC(S(=O)(=O)N1CC(C2=C(CC1)C=CC=C2)=O)(F)F